ClC=1C=C(C(=O)C2=CC=C(C=C2)SC2=CC=C(C=C2)C(C2=CC(=CC=C2)Cl)=O)C=CC1 4-(3-chlorobenzoyl)phenylsulfide